CC1=NN=C(C2=CC(=CC=C12)C1CCNCC1)NC(C)C1=C(C(=CC=C1)C(F)(F)F)C 4-methyl-N-(1-(2-methyl-3-(trifluoromethyl)phenyl)ethyl)-7-(piperidin-4-yl)phthalazin-1-amine